(2-(3,5-difluoro-4-((1S,3R)-6-hydroxy-3-methyl-2-(2,2,2-trifluoroethyl)-1,2,3,4-tetrahydroisoquinolin-1-yl)phenoxy)ethyl)carbamic acid tert-butyl ester C(C)(C)(C)OC(NCCOC1=CC(=C(C(=C1)F)[C@H]1N([C@@H](CC2=CC(=CC=C12)O)C)CC(F)(F)F)F)=O